CC1=C(C(=O)O)C=C(C=C1)N1CC(C1)N1CCCC1 methyl-5-(3-(pyrrolidin-1-yl)azetidin-1-yl)benzoic acid